C1(=C(C(=C(C(=C1[2H])[2H])C([2H])([2H])N1N=CC2=C(C=CC(=C12)C(=O)NC1C(CC12CCC2)C(=O)O)Cl)[2H])[2H])C2=CC=CC=C2 1-(([1,1'-biphenyl]-4-yl-2,3,5,6-d4)methyl-d2-4-chloro-1H-indazole-7-carboxamido)spiro[3.3]heptane-2-carboxylic acid